5,5'-(10H-phenoxazine-3,7-diyl)-bis-(benzene-1,2,3-triol) C1=CC(=CC=2OC3=CC(=CC=C3NC12)C=1C=C(C(=C(C1)O)O)O)C=1C=C(C(=C(C1)O)O)O